2-chloro-5-(3-((4-((cyclopropylmethoxy)methyl)phenyl)carbamoyl)-phenyl)nicotinic acid ClC1=C(C(=O)O)C=C(C=N1)C1=CC(=CC=C1)C(NC1=CC=C(C=C1)COCC1CC1)=O